C[C@@H]([C@H]1CC[C@@H]2[C@@]1(CC[C@H]3[C@H]2[C@@H](C=C4[C@@]3(CC[C@@H](C4)O)C)O)C)[C@@H](CCC(C)C)O The molecule is an oxysterol that is cholesterol which is substituted by hydroxy groups at positions 7alpha and 22R. It is an oxysterol, a 7alpha-hydroxy steroid, a 22-hydroxy steroid, a cholestanoid and a 3beta-hydroxy-Delta(5)-steroid.